ClC1=C(C=C(C(=C1C(=O)O)C(=O)O)Cl)C(=O)O 2,5-dichloro-1,3,4-benzenetricarboxylic acid